(R)-3-(1H-benzo[d]imidazole-5-yl)-4-(4-(3,3-difluoropropoxy)-2,3-difluorophenyl)oxazolidin-2-one N1C=NC2=C1C=CC(=C2)N2C(OC[C@H]2C2=C(C(=C(C=C2)OCCC(F)F)F)F)=O